C(N)(OC=1C=C(C=CC1)C1=CC=CC=C1)=O biphenyl-3-yl carbamate